C[C@@]12CCC[C@H]1[C@@H]3CC[C@H]4C[C@H](CC[C@@]4([C@H]3CC2)C)O Androstanol